[Sr].[Al] Aluminum-Strontium